CC(CC(=O)N)C 3-methylbutanamide